NCCS(=O)(=O)O.[K] potassium aminoethylsulfonic acid